C1OCCC2=C1C=C(C=C2)C(=O)O 3,4-dihydro-1H-2-benzopyran-7-carboxylic acid